Copper-yttrium iron [Fe].[Y].[Cu]